4-(tert-Butyl) 1-ethyl 2-oxosuccinate O=C(C(=O)OCC)CC(=O)OC(C)(C)C